[N-](S(=O)(=O)C(F)(F)F)S(=O)(=O)C(F)(F)F.COCC[N+]1(CCCC1)C 2-methoxyethyl-N-methylpyrrolidinium bis(trifluoromethanesulfonyl)imide